C1=CN(C(=S)N=C1N)[C@H]2[C@@H]([C@@H]([C@H](O2)COP(=O)([O-])[O-])O)O The molecule is a 2-thiocytidine 5'-monophosphate that results from the removal of two protons from the phosphate group; major species at pH 7.3.